NC1=C(C=NN1C1CCN(CC1)C#N)C=1C=C(C=2N(C1)N=CC2C#N)O[C@H](C)C2=NC=C(C=C2)F (R)-6-(5-amino-1-(1-cyanopiperidin-4-yl)-1H-pyrazol-4-yl)-4-(1-(5-fluoropyridin-2-yl)eth-oxy)pyrazolo[1,5-a]pyridine-3-carbonitrile